N-[4-methyl-5-[4-(trifluoromethoxy)phenyl]thiazol-2-yl]-8-oxo-6,7-dihydro-5H-indolizine-5-carboxamide CC=1N=C(SC1C1=CC=C(C=C1)OC(F)(F)F)NC(=O)C1N2C=CC=C2C(CC1)=O